ClC=1C=2ON=C3CCCC=4C=CC(=CC4C4=CC=C(C(NS(C(C1O)=CC23)(=O)=O)=C4)OC)F 22-Chloro-11-fluoro-5-methoxy-2,2-dioxo-20-oxa-2λ6-thia-3,19-diazapentacyclo[16.5.2.14,8.09,14.021,25]hexacosa-1(24),4(26),5,7,9(14),10,12,18,21(25),22-decaen-23-ol